3,4,5,6-tetrachloropyridinecarboxamide ClC=1C(=NC(=C(C1Cl)Cl)Cl)C(=O)N